4-benzyl-2-(p-toluenesulfonyloxymethyl)tetrahydro-1,4-oxazine C(C1=CC=CC=C1)N1CC(OCC1)COS(=O)(=O)C1=CC=C(C)C=C1